5-methoxy-N-propyl-N-(2-(thiophen-2-yl)ethyl)-1,2,3,4-tetrahydronaphthalene-2-amine COC1=C2CCC(CC2=CC=C1)N(CCC=1SC=CC1)CCC